N-(2-sulfamoylpyridin-4-yl)-4-trifluoromethylbenzamide S(N)(=O)(=O)C1=NC=CC(=C1)NC(C1=CC=C(C=C1)C(F)(F)F)=O